1-(3-fluoro-6-(prop-1-yn-1-yl)pyridin-2-yl)-3-methoxypropan-1-ol FC=1C(=NC(=CC1)C#CC)C(CCOC)O